6-Bromo-7-(2,2-difluoroethoxy)-N-((1R)-1-(3-(difluoromethyl)-2-fluoro-phenyl)ethyl)-2-Methylpyrido[2,3-d]pyrimidin-4-amine BrC1=CC2=C(N=C(N=C2N[C@H](C)C2=C(C(=CC=C2)C(F)F)F)C)N=C1OCC(F)F